(S)-3-methyl-1-(6-(1-methyl-1H-pyrazol-4-yl)pyrrolo[1,2-b]pyridazin-4-yl)-2-oxopyrrolidine-3-carbonitrile C[C@@]1(C(N(CC1)C=1C=2N(N=CC1)C=C(C2)C=2C=NN(C2)C)=O)C#N